3-(octyl-(2,3,4,5,6-pentahydroxyhexyl)amino)propanoic acid C(CCCCCCC)N(CCC(=O)O)CC(C(C(C(CO)O)O)O)O